[Si](C1=CC=CC=C1)(C1=CC=CC=C1)(C(C)(C)C)O[C@H]1CN(C[C@H](C=C1)O)C(=O)OC(C)(C)C (3R,6S)-tert-butyl 3-((tert-butyldiphenylsilyl)oxy)-6-hydroxy-2,3,6,7-tetrahydro-1H-azepine-1-carboxylate